C(C)OC(=O)C(C(=CC)C)C(=O)OCC 2-methyl-but-2-ene-dicarboxylic acid diethyl ester